COC(=O)C=1C=CC2=C(N(C(=N2)CC2=CC=CC=C2)C[C@H]2OCC2)C1 (S)-2-benzyl-1-(oxetan-2-ylmethyl)-1H-benzo[d]imidazole-6-carboxylic acid methyl ester